C(C)(=O)C1=CC2=C(O1)C(C1=CC=CC=C1C2=O)=O 2-acetylnaphtho[2,3-b]furan-4,9-dione